5-(4-((1-(3-((4-((3-chloro-4-fluorophenyl)amino)-7-methoxyquinazolin-6-yl)oxy)propyl)Piperidin-4-yl)methyl)-3,5-dimethylpiperazin-1-yl)-2-(2,6-dioxopiperidin-3-yl)-6-fluoroisoindole ClC=1C=C(C=CC1F)NC1=NC=NC2=CC(=C(C=C12)OCCCN1CCC(CC1)CN1C(CN(CC1C)C1=CC2=CN(C=C2C=C1F)C1C(NC(CC1)=O)=O)C)OC